1-(2-(trifluoromethyl)phenyl)-1H-imidazole-4-carboxylic acid ethyl ester C(C)OC(=O)C=1N=CN(C1)C1=C(C=CC=C1)C(F)(F)F